FC=1C(=C(C=CC1)N1CCNCC1)C 1-(3-fluoro-2-methylphenyl)-piperazine